3-amino-4-(7-cyano-1H-indazol-4-yl)-2-oxo-1H-benzo[h]quinoline-6-carbonitrile NC=1C(NC2=C3C(=C(C=C2C1C1=C2C=NNC2=C(C=C1)C#N)C#N)C=CC=C3)=O